Z-9-octadecenoic acid methyl ester COC(CCCCCCC\C=C/CCCCCCCC)=O